2-((3S,4R)-3-fluoro-4-methoxypiperidin-1-yl)pyrimidine F[C@H]1CN(CC[C@H]1OC)C1=NC=CC=N1